FC([C@@H](O)[C@@H]1[C@@H]2CC[C@H](CN1)N2C(=O)OC(C)(C)C)F t-butyl (1S,2S,5R)-2-((S)-2,2-difluoro-1-hydroxyethyl)-3,8-diazabicyclo[3.2.1]octane-8-carboxylate